CC=1C=2N(C=C(N1)C)N=C(C2)C=2N=C1N(CC2)C=C(C=C1)N1CCN(CC1)C 2-(4,6-dimethylpyrazolo[1,5-a]pyrazin-2-yl)-7-(4-methylpiperazin-1-yl)-4H-pyrido[1,2-a]pyrimidin